(S)-N-(amino(4-(2-hydroxypropan-2-yl)thiophen-2-yl)(oxo)-λ6-sulfaneylidene)-2-(3-fluoro-2,6-diisopropylphenyl)acetamide N[S@@](=NC(CC1=C(C(=CC=C1C(C)C)F)C(C)C)=O)(=O)C=1SC=C(C1)C(C)(C)O